The molecule is an enantiomer of pinoresinol having (+)-1S,3aR,4S,6aR-configuration. It has a role as a hypoglycemic agent, a plant metabolite and a phytoestrogen. COC1=C(C=CC(=C1)[C@@H]2[C@H]3CO[C@@H]([C@H]3CO2)C4=CC(=C(C=C4)O)OC)O